tert-butyl (3-(3-bromo-2-chlorophenoxy)propyl)carbamate BrC=1C(=C(OCCCNC(OC(C)(C)C)=O)C=CC1)Cl